C1(=CC(=CC=C1)NC(=O)NC1=NC(=CC(=N1)NCCCN(C)C)C)C1=CC=CC=C1 1-([1,1'-biphenyl]-3-yl)-3-(4-((3-(dimethylamino)propyl)amino)-6-methylpyrimidin-2-yl)urea